6-(difluoromethyl)-N-methyl-5-piperazin-1-yl-pyridine-2-carboxamide FC(C1=C(C=CC(=N1)C(=O)NC)N1CCNCC1)F